2-methyl-6-(propan-2-yl)-6,7-dihydro-4H-pyrazolo[1,5-a]pyrrolo[3,4-d]pyrimidine CC1=NN2C(NC=3C(=C2)CN(C3)C(C)C)=C1